N-(3-(2-chloro-10H-phenothiazin-10-yl)propyl)-N,N-dimethylpentan-1-aminium bromide [Br-].ClC1=CC=2N(C3=CC=CC=C3SC2C=C1)CCC[N+](CCCCC)(C)C